ClC=1C=CC2=C([C@@H](C[C@@H](O2)C(=O)NC23CC(C2)(C3)C=3OC(=NN3)C3CC(C3)OC(F)(F)F)O)C1 |r| rac-(2R,4R)-6-chloro-4-hydroxy-N-(3-{5-[(1s,3S)-3-(trifluoromethoxy)cyclobutyl]-1,3,4-oxadiazol-2-yl}bicyclo[1.1.1]pentan-1-yl)-3,4-dihydro-2H-1-benzopyran-2-carboxamide